C(C1=CC=CC=C1)C1=CN=C(S1)NC(CC=1C(=C2C(N(CC2=CC1)C1C(NC(CC1)=O)=O)=O)F)=O N-(5-benzylthiazol-2-yl)-2-(2-(2,6-dioxopiperidin-3-yl)-4-fluoro-3-oxoisoindolin-5-yl)acetamide